O1C(=CC=C1)C=1C=NC=2CCN(CC2C1)C=1C(=CC=2N(N1)C(C=C(N2)COC)=O)C 7-(3-(furan-2-yl)-7,8-dihydro-1,6-naphthyridin-6(5H)-yl)-2-(methoxymethyl)-8-methyl-4H-pyrimido[1,2-b]pyridazin-4-one